C1(CC1)C1=NN=C(O1)OCC1=CC(=C(C=C1)C1=NOC(=N1)C(F)(F)F)F 3-(4-{[(5-cyclopropyl-1,3,4-oxadiazol-2-yl)oxy]methyl}-2-fluorophenyl)-5-(trifluoromethyl)-1,2,4-oxadiazole